(2S,4R)-4-((1H-1,2,3-triazol-1-yl)methyl)-4-fluoro-1-((phenoxathiine-3-carbonyl)glycyl)-N-((R)-1-(1-(phenylsulfonyl)-1H-pyrrolo[3,2-c]pyridin-2-yl)ethyl)pyrrolidine-2-carboxamide N1(N=NC=C1)C[C@]1(C[C@H](N(C1)C(CNC(=O)C=1C=CC=2SC3=CC=CC=C3OC2C1)=O)C(=O)N[C@H](C)C1=CC=2C=NC=CC2N1S(=O)(=O)C1=CC=CC=C1)F